FC=1C=CC=2N(C1C1=CC=C(C#N)C=C1)N=CN2 4-{6-fluoro-[1,2,4]triazolo[1,5-a]pyridin-5-yl}benzonitrile